Cl.ClC=1C=C(C=CC1Cl)C1=CC=C(C=C1)CCN 2-(3',4'-dichloro-[1,1'-biphenyl]-4-yl)ethan-1-amine hydrochloride